3-(tert-butyl)-6-chloro-2-methylpyridine C(C)(C)(C)C=1C(=NC(=CC1)Cl)C